COCCOCC[C@H]([C@@H](CC=C)C)S(=O)(=O)N (3R,4R)-1-(2-methoxyethoxy)-4-methylhept-6-ene-3-sulfonamide